distyrylphenyl ether sodium sulfate S(=O)(=O)([O-])[O-].[Na+].C(=CC1=CC=CC=C1)C=1C(=C(C=CC1)OC1=C(C(=CC=C1)C=CC1=CC=CC=C1)C=CC1=CC=CC=C1)C=CC1=CC=CC=C1.[Na+]